COC1=CC=C(C=N1)C(N1CCNCC1)C=1C=NC(=CC1)OC 1-(bis(6-methoxypyridin-3-yl)methyl)piperazine